ClC1=CC=NC2=CC(=C(C=C12)/C=C/C(=O)OCC)OC Ethyl (E)-3-(4-chloro-7-methoxyquinolin-6-yl)acrylate